(S)-N-(1-(4-(tert-butyl)phenyl)ethyl)-1-(cyclobutylmethyl)-3-((5-hydroxypyridin-3-yl)methyl)-2-methyl-1H-indole-6-carboxamide C(C)(C)(C)C1=CC=C(C=C1)[C@H](C)NC(=O)C1=CC=C2C(=C(N(C2=C1)CC1CCC1)C)CC=1C=NC=C(C1)O